acryloyloxy-acetic acid C(C=C)(=O)OCC(=O)O